FC1(CC1)C(=O)N[C@H](C(=O)N1[C@@H](C[C@H](C1)O)C(=O)NCC1=C(C=C(C=C1)C1=C(N=CS1)C)C)C(C)(C)S (2S,4R)-1-((R)-2-(1-fluorocyclopropane-1-amido)-3-mercapto-3-methylbutanoyl)-4-hydroxy-N-(2-methyl-4-(4-methylthiazol-5-yl)benzyl)pyrrolidine-2-carboxamide